ClC=1C(=NC=C(C1)C1CC1)N 3-chloro-5-cyclopropylpyridin-2-amine